ClC1=C(C=CC=C1)CN1N=C(C=C1C=1SC=C(C1)OC)COC(C(=O)O)(C)C 2-([1-[(2-Chlorophenyl)methyl]-5-(4-methoxythien-2-yl)-1H-pyrazol-3-yl]methoxy)-2-methylpropanoic acid